C1(CC1)[C@H]1[C@@H]([C@H]2CC[C@@H]1C2)NC(OCC2=CC=CC=C2)=O benzyl ((1S,2R,3R,4R)-3-cyclopropylbicyclo[2.2.1]heptan-2-yl)carbamate